COC1=C(C=C(C=C1)C1=NC(=NS1)C)NCC=O 2-((2-methoxy-5-(3-methyl-1,2,4-thiadiazol-5-yl)phenyl)amino)ethan-1-one